FC1(CC(CC1)OC1=CC(=CC(=N1)N1CCOCC1)I)F 4-[6-[(3,3-difluorocyclopentyl)oxy]-4-iodopyridin-2-yl]morpholine